1-ethyl-6-fluoro-7-chloro-4-oxo-1,4-dihydroquinoline-3-carboxylic acid C(C)N1C=C(C(C2=CC(=C(C=C12)Cl)F)=O)C(=O)O